5,10,15-tris(p-aminophenyl)-20-(p-hydroxyphenyl)porphyrin zinc (II) [Zn+2].NC1=CC=C(C=C1)C=1C2=CC=C(N2)C(=C2C=CC(C(=C3C=CC(=C(C=4C=CC1N4)C4=CC=C(C=C4)N)N3)C3=CC=C(C=C3)N)=N2)C2=CC=C(C=C2)O